COC(=O)C1(CC1)[C@H]1N[C@H](CC(C1)=O)C 1-[(2S,6S)-6-methyl-4-oxo-2-piperidinyl]cyclopropanecarboxylic acid methyl ester